COC1=C(C=CC=C1OC)C(C)=O (2,3-dimethoxyphenyl)ethan-1-one